OC(CNC1=CC=C(C=C1)C)O N-dihydroxyethyl-para-toluidine